NC1=C(C2=CC(=CC(=C2C=C1)O)S(=O)(=O)O)S(=O)(=O)O 2-amino-5-hydroxynaphthalene-1,7-disulfonic acid